O(C(=S)[S-])CCCCC amyl xanthate